COC=1C=NC(=NC1)N1CCN(CC1)C(=O)C1=CN(C=C1)CCC 1-(3-(4-(5-methoxypyrimidin-2-yl)piperazine-1-carbonyl)-1H-pyrrol-1-yl)propan